The molecule is a member of the class of monohydroxy-1,4-benzoquinones that is 1,4-benzoquinone which is substituted by a chloro group and hydroxy group at positions 2 and 6, respectively. It is an organochlorine compound and a member of monohydroxy-1,4-benzoquinones. It is a conjugate acid of a 2-chloro-6-hydroxy-1,4-benzoquinone(1-). C1=C(C(=O)C(=CC1=O)Cl)O